ClC1=C(CC2=NC=CC3=C(C(=CC=C23)C)[N+](=O)[O-])C=CC=C1 1-(2-chlorobenzyl)-6-methyl-5-nitroisoquinoline